C(C)(=S)OCC1=NC2=CC(=CC(=C2C(N1)=O)F)NC1CCCC1 ((7-(cyclopentylamino)-5-fluoro-4-oxo-3,4-dihydroquinazolin-2-yl) methyl) thioacetate